2-hydroxy-3-(3-(tris(trimethylsiloxy)-propoxy)propyl)acrylamide OC(C(=O)N)=CCCCOCCC(O[Si](C)(C)C)(O[Si](C)(C)C)O[Si](C)(C)C